FC1=C(C=C(C(=C1)B1OC(C(O1)(C)C)(C)C)F)N1CCN(CC1)C(=O)OC(C)(C)C tert-butyl 4-(2,5-difluoro-4-(4,4,5,5-tetramethyl-1,3,2-dioxaborolan-2-yl)phenyl)piperazine-1-carboxylate